C(C)(C)(C)OC(=O)N[C@H](C(=O)OCC1=CC=C(C=C1)F)C(C)(C)O 4-fluorobenzyl (S)-2-((tert-butoxycarbonyl)amino)-3-hydroxy-3-methylbutanoate